C(C)N1N=C(C=C1S(=O)(=O)N1CCC2(CC(C2)N2CCOCC2)CC1)C 4-(7-((1-ethyl-3-methyl-1H-pyrazol-5-yl)sulfonyl)-7-azaspiro[3.5]nonan-2-yl)morpholine